C(C)C(C(=O)O)S.C(CS)(=O)OCC ethyl thioglycolate (ethyl thioglycolate)